C(C)(=O)N1CC2=C(CC1)N(N=C2N2CCCC1=CC(=C(C=C21)C(F)F)C=2C=NN(C2)C)C2CCC1(CCCN(C1)C(=O)OC(C)(C)C)CC2 tert-butyl 9-[5-acetyl-3-[7-(difluoromethyl)-6-(1-methylpyrazol-4-yl)-3,4-dihydro-2H-quinolin-1-yl]-6,7-dihydro-4H-pyrazolo[4,3-c]pyridin-1-yl]-2-azaspiro[5.5]undecane-2-carboxylate